(R)-3-(4-amino-6-(3,6-dihydro-2H-pyran-4-yl)pyrido[3,4-d]pyrimidin-8-yl)-2,4-dimethylphenol NC=1C2=C(N=CN1)C(=NC(=C2)C=2CCOCC2)C=2C(=C(C=CC2C)O)C